4-ethyl-2-methylcyclohexyl propionate C(CC)(=O)OC1C(CC(CC1)CC)C